[Na+].O[C@@H](CC(=O)[O-])C (R)-3-hydroxy-butyric acid sodium salt